3-[2-(2-bromoethylamino)ethylamino]propyl-trimethoxysilane BrCCNCCNCCC[Si](OC)(OC)OC